2,5-dimethoxy-N,N-dimethyl-4-Iodophenylpropylamine COC1=C(C=C(C(=C1)I)OC)CCCN(C)C